6-(2,4-Difluoro-5-{[2-(methylsulfonyl)ethyl]amino}benzyl)-N4-(5-methyl-1H-pyrazol-3-yl)-1-(tetrahydro-2H-pyran-4-yl)-1H-pyrazolo[3,4-d]pyrimidine-4,6-diamine FC1=C(CC2(N=C(C=3C(=N2)N(NC3)C3CCOCC3)NC3=NNC(=C3)C)N)C=C(C(=C1)F)NCCS(=O)(=O)C